5-cyclopropyl-4-(((1-(3,4-dichlorobenzyl)-3-fluoroazetidin-3-yl)methoxy)methyl)-2-fluorobenzoic acid methyl ester COC(C1=C(C=C(C(=C1)C1CC1)COCC1(CN(C1)CC1=CC(=C(C=C1)Cl)Cl)F)F)=O